C(C)(C)(C)C1=C(C=C(C=C1)NC(C(NC(CN1N=CC2=CC=CC=C12)=O)C1CCS(CC1)(=O)=O)=O)F N-(4-tert-butyl-3-fluorophenyl)-2-(1,1-dioxidotetrahydro-2H-thiopyran-4-yl)-2-((1H-indazol-1-ylacetyl)amino)acetamide